11-{6-[(2-decyl-1-oxododecyl) oxy] hexyl}-2-methyl-9-oxo-2,8-diaza-5,10-dioxaheptadec-17-yl 2-decyldodecanoate C(CCCCCCCCC)C(C(=O)OCCCCCCC(OC(NCCOCCN(C)C)=O)CCCCCCOC(C(CCCCCCCCCC)CCCCCCCCCC)=O)CCCCCCCCCC